NC=1C(=C(C=CC1N)C1CCN(CC1)C(=O)OC(C)(C)C)F tert-Butyl 4-(3,4-diamino-2-fluorophenyl)piperidine-1-carboxylate